FC1=CC=C(C=C1)C1=NN2C(CN(CC2)C)=C1C1=CC(=NC=C1)NC(=O)NC 1-(4-(2-(4-fluorophenyl)-5-methyl-4,5,6,7-tetrahydropyrazolo[1,5-a]pyrazin-3-yl)pyridin-2-yl)-3-methylurea